BrC1=C2C[C@](N(C2=CC(=C1Cl)F)C(=O)OC(C)(C)C)(C1=CC=CC=C1)C=O Tert-butyl (S)-4-bromo-5-chloro-6-fluoro-2-formyl-2-phenylindoline-1-carboxylate